Sodium 3-chloro-2-((4-methoxybenzyl)(methyl-d2)amino)pyridine-4-thiolate ClC=1C(=NC=CC1[S-])N(C([2H])[2H])CC1=CC=C(C=C1)OC.[Na+]